The molecule is an amino disaccharide that is beta-D-galactopyranose in which the hydroxy group at position 4 has been converted to the corresponding 2-acetamido-2-deoxy-beta-D-galactopyranoside. It is an amino disaccharide and a member of acetamides. It derives from a beta-D-galactose and a N-acetyl-beta-D-glucosamine. CC(=O)N[C@@H]1[C@H]([C@@H]([C@H](O[C@H]1O[C@H]2[C@H](O[C@H]([C@@H]([C@H]2O)O)O)CO)CO)O)O